methyl (R)-3-((t-butyldimethylsilyl)oxy)-5-((2S,4R,5S)-4-methyl-2-phenyl-5-vinyl-1,3-dioxolan-4-yl)pentanoate [Si](C)(C)(C(C)(C)C)O[C@@H](CC(=O)OC)CC[C@]1(O[C@H](O[C@H]1C=C)C1=CC=CC=C1)C